NC=1N=C(C2=C(N1)C(=CN2CC2=C(C=C(C=C2)CO)OC)Br)NCCCCC (4-{[2-amino-7-bromo-4-(pentylamino)-5H-pyrrolo[3,2-d]pyrimidin-5-yl]methyl}-3-methoxyphenyl)methanol